FC(CN1N=NC2=C1C=C(C=C2)C=2C=CN1N=C(N=C(C12)OC)NC1CC(C1)(O)CC)F (1s,3r)-3-((5-(1-(2,2-difluoroethyl)-1H-benzo[d][1,2,3]triazol-6-yl)-4-methoxypyrrolo[2,1-f][1,2,4]triazin-2-yl)amino)-1-ethylcyclobutan-1-ol